C(C1=CC=CC=C1)(=O)NC1=C2N=CN(C2=NC=N1)[C@H]1[C@@H]([C@@H]([C@H](O1)/C=C/P(OCC)(OCC)=O)O[Si](C)(C)C(C)(C)C)O[Si](C)(C)C(C)(C)C Diethyl ((E)-2-((2R,3R,4R,5R)-5-(6-benzamido-9H-purin-9-yl)-3,4-bis((tert-butyldimethylsilyl)oxy)tetrahydrofuran-2-yl)vinyl)phosphonate